N-(4-(2-amino-3-(3-oxo-3-(piperazin-1-yl)prop-1-ynyl)pyridin-4-yloxy)-3-fluorophenyl)-2-(4-fluorophenyl)-3-oxo-2,3-dihydropyridazine-4-carboxamide NC1=NC=CC(=C1C#CC(N1CCNCC1)=O)OC1=C(C=C(C=C1)NC(=O)C=1C(N(N=CC1)C1=CC=C(C=C1)F)=O)F